tributyl(ethyl)phosphonium diethylphosphate C(C)OP(=O)(OCC)[O-].C(CCC)[P+](CC)(CCCC)CCCC